ethyl (2-bromoethyl)carbamate BrCCNC(OCC)=O